CC=1C(=C(C=C(C1)C(F)(F)F)O)C1=NC=2N(C=C1)N=C(N2)N[C@H]2CN(CCC2)C (R)-3-methyl-2-(2-((1-methylpiperidin-3-yl)amino)-[1,2,4]triazolo[1,5-a]pyrimidin-5-yl)-5-(trifluoromethyl)phenol